N1=CN=C(C2=CC=CC=C12)N[C@H](C(=O)O)CCCCCCCC1=NC=2NCCCC2C=C1 (S)-2-(quinazolin-4-ylamino)-9-(5,6,7,8-tetrahydro-1,8-naphthyridin-2-yl)nonanoic acid